C(C)(C)(C)C1=NC=CC(=C1)P(C1=CC=CC=C1)(C1=CC=CC=C1)=O (2-(tert-butyl)pyridin-4-yl)diphenylphosphine oxide